(6-(4-cyanophenyl)thiazolo[4,5-b]pyridin-2-yl)-4-(2-ethynylphenyl)-6-methylpyridine-3-carboxamide C(#N)C1=CC=C(C=C1)C=1C=C2C(=NC1)N=C(S2)C2=NC(=CC(=C2C(=O)N)C2=C(C=CC=C2)C#C)C